5-(2-ethoxy-3-pyridinyl)-1-isopropyl-N-[(2-methoxy-3-pyridinyl)methyl]-3-methyl-pyrazolo[4,3-b]pyridin-7-amine C(C)OC1=NC=CC=C1C1=CC(=C2C(=N1)C(=NN2C(C)C)C)NCC=2C(=NC=CC2)OC